N-(1-(furan-2-carbonyl)-7'-(trifluoromethyl)spiro[azetidine-3,4'-chromeno[4,3-d]thiazol]-2'-yl)-4,6-dimethoxypyrimidine-5-carboxamide O1C(=CC=C1)C(=O)N1CC2(OC=3C=C(C=CC3C=3N=C(SC32)NC(=O)C=3C(=NC=NC3OC)OC)C(F)(F)F)C1